3-fluoropyrrolidine-1-sulfonamide trifluoroacetic acid salt FC(C(=O)O)(F)F.FC1CN(CC1)S(=O)(=O)N